tert-Butyl 3-[4-[3-(difluoromethyl)cyclobutyl]phenyl]azetidine-1-carboxylate FC(C1CC(C1)C1=CC=C(C=C1)C1CN(C1)C(=O)OC(C)(C)C)F